FC(C=1N=CC=2N(C1)C(=CN2)C2=NC=CC(=N2)N2CC(CCC2)CNS(=O)(=O)C)F N-((1-(2-(6-(Difluoromethyl)imidazo[1,2-a]pyrazin-3-yl)pyrimidin-4-yl)piperidin-3-yl)methyl)methanesulfonamide